6-chloro-4-(prop-1-en-2-yl)-1-(1-(trifluoromethyl)-1H-pyrazol-4-yl)-1H-pyrrolo[2,3-b]pyridine ClC1=CC(=C2C(=N1)N(C=C2)C=2C=NN(C2)C(F)(F)F)C(=C)C